C(C)S(=O)(=O)OC=1CC2(CCN(CC2)S(=O)(=O)CC)CC(C1C1=C(C=C(C=C1C)C#CC)C)=O [9-(2,6-DIMETHYL-4-PROP-1-YNYL-PHENYL)-3-ETHYLSULFONYL-10-OXO-3-AZASPIRO[5.5]UNDEC-8-EN-8-YL] ETHANESULFONATE